5-phenyl-6-(4-isopropylphenyl)-1H-benzimidazole-1-carboxylic acid methyl ester COC(=O)N1C=NC2=C1C=C(C(=C2)C2=CC=CC=C2)C2=CC=C(C=C2)C(C)C